C(#N)C=1C=NN2C1C(=CC(=C2)C=2C=NN(C2)C2CN(C2)C2CCN(CC2)C#N)OC 4-[3-(4-[3-Cyano-4-methoxypyrazolo[1,5-a]pyridin-6-yl]pyrazol-1-yl)azetidin-1-yl]piperidine-1-carbonitrile